(4-(3-hydroxyoxetan-3-yl)phenyl)(4-((6-(trifluoromethyl)benzo[b]thiophen-2-yl)oxy)piperidin-1-yl)methanone OC1(COC1)C1=CC=C(C=C1)C(=O)N1CCC(CC1)OC1=CC2=C(S1)C=C(C=C2)C(F)(F)F